NC([C@@H](C1=CC=CC=C1)SC1=C(C(=C(C(=N1)N1C[C@H]([C@H](CC1)NC(OC(C)(C)C)=O)O)C#N)CC)C#N)=O tert-butyl ((3R,4S)-1-(6-(((R)-2-amino-2-oxo-1-phenylethyl)thio)-3,5-dicyano-4-ethylpyridin-2-yl)-3-hydroxypiperidin-4-yl)carbamate